C1(CC1)NC(C1=C(C(=CC=C1)F)SC1=CC=C2C(=NN(C2=C1)C1OCCCC1)\C=C\C1=NC(=CC=C1)CCN1CCCC1)=O N-cyclopropyl-3-fluoro-2-[3-[(trans)-2-[6-(2-pyrrolidin-1-ylethyl)-2-pyridinyl]vinyl]-1-tetrahydropyran-2-yl-indazol-6-yl]sulfanylbenzamide